3,5-Dimethyl-1-[3-(trimethoxysilyl)propyl]-1,2,4-triazole CC1=NN(C(=N1)C)CCC[Si](OC)(OC)OC